C(#CC)NC(=O)C1=CC=CC2=CC=CC(=C12)C(=O)N N-propynyl-1,8-naphthalenediamide